N-[(2R)-2-[(1H-1,3-benzodiazol-2-yl)amino]-2-[3-(trifluoromethyl)phenyl]-ethyl]-2-hydroxyacetamide N1C(=NC2=C1C=CC=C2)N[C@@H](CNC(CO)=O)C2=CC(=CC=C2)C(F)(F)F